C(C)OC(=O)C=1N(C=C(C1C1=NC=CC=C1)Br)N 1-amino-4-bromo-3-(pyridin-2-yl)-1H-pyrrole-2-carboxylic acid ethyl ester